N-(4-bromopyridin-2-yl)-3-[(1S,4S)-5-methyl-2,5-diazabicyclo[2.2.1]heptan-2-yl]propanamide BrC1=CC(=NC=C1)NC(CCN1[C@@H]2CN([C@H](C1)C2)C)=O